BrC1=NN=C(S1)NC(CC1=CSC=2N(C(N(C(C21)=O)C)=O)C)=O N-(5-bromo-1,3,4-thiadiazol-2-yl)-2-(1,3-dimethyl-2,4-dioxo-1,2,3,4-tetrahydrothiopheno[2,3-d]pyrimidin-5-yl)acetamide